FC=1C=C(C=CC1C1=NOC(=N1)C(F)(F)F)CN1C(CCCC1)=O 1-[[3-fluoro-4-[5-(trifluoromethyl)-1,2,4-oxadiazol-3-yl]phenyl]methyl]piperidin-2-one